tert-butyl (6aR,8S)-2-(3,5-difluoro-2-methoxyphenyl)-8-((methylsulfonyl)oxy)-6a,7,8,9-tetrahydropyrrolo[1',2':4,5]pyrazino[2,3-c]pyridazine-5(6H)-carboxylate FC=1C(=C(C=C(C1)F)C=1C=C2C(=NN1)N(C[C@@H]1N2C[C@H](C1)OS(=O)(=O)C)C(=O)OC(C)(C)C)OC